N12C[C@H](C(CC1)CC2)OC(N[C@@H]2C(CC1=CC(=CC=C21)C2=CC(=C(C=C2)C)Cl)(C)C)=O (S)-quinuclidin-3-yl((R)-5-(3-chloro-4-methylphenyl)-2,2-dimethyl-2,3-dihydro-1H-inden-1-yl)carbamate